ClC=1C=C(C(=C(C1)O)C1=CC=C2C(=N1)N=C(O2)N[C@H]2CN(CCC2)CC)OC(F)(F)F 5-Chloro-2-[2-[[(3R)-1-ethyl-3-piperidyl]amino]oxazolo[4,5-b]pyridin-5-yl]-3-(trifluoromethoxy)phenol